FC(S(=O)(=O)OC1=COC(=CC1=O)CN1C=C2C=CC=CC2=C1)(F)F 6-(isoindol-2-ylmethyl)-4-oxo-4H-pyran-3-yl trifluoromethanesulfonate